4-({2-chloro-3-[(1,4-dioxan-2-yl)methoxy]phenyl}amino)-3-cyclopropyl-N-[(2E)-imidazolidin-2-ylidene]benzamide ClC1=C(C=CC=C1OCC1OCCOC1)NC1=C(C=C(C(=O)N=C2NCCN2)C=C1)C1CC1